2-(2-ethoxy-3-pyridinyl)-5-isopropyl-7-methyl-N-[[2-(trifluoromethyl)-3-pyridinyl]methyl]imidazo[1,5-b]pyridazin-4-amine C(C)OC1=NC=CC=C1C=1C=C(C=2N(N1)C(=NC2C(C)C)C)NCC=2C(=NC=CC2)C(F)(F)F